ClC1=C(C=CC(=C1)C#N)C=1C=CC(=C2C=CC=NC12)C[C@@H](C(=O)O)NC(C1=C(C=C(C=C1F)NS(=O)(=O)C)F)=O (S)-3-(8-(2-chloro-4-cyanophenyl)quinolin-5-yl)-2-(2,6-difluoro-4-(methylsulfonylamino)benzoylamino)propionic acid